2-((tert-Butoxycarbonyl) amino)-3-methylbutyl methanesulfonate CS(=O)(=O)OCC(C(C)C)NC(=O)OC(C)(C)C